CC=1C=CC=C2N(CCN(C12)C(=O)OC(C)(C)C)C1=CC2=C(N=C(N=C2)SC)N(C1=O)C1COC1 tert-butyl 8-methyl-4-[2-methylsulfanyl-8-(oxetan-3-yl)-7-oxo-pyrido[2,3-d]pyrimidin-6-yl]-2,3-dihydroquinoxaline-1-carboxylate